Di-tert-butylketone C(C)(C)(C)C(=O)C(C)(C)C